(2S)-2-[(2S)-2-[2-(cycloocta-2-yn-1-yloxy)acetamido]propanamido]propionic acid C1(C#CCCCCC1)OCC(=O)N[C@H](C(=O)N[C@H](C(=O)O)C)C